3-(3-chloro-2-methoxyanilino)-2-(3-{[(2S)-1-ethylazetidin-2-yl]methoxy}pyridin-4-yl)-1,5,6,7-tetrahydro-4H-pyrrolo[3,2-c]pyridin-4-one ClC=1C(=C(NC2=C(NC3=C2C(NCC3)=O)C3=C(C=NC=C3)OC[C@H]3N(CC3)CC)C=CC1)OC